sodium (4-methoxymethylsulfonylphenyl) methanesulfonate CS(=O)(=O)OC1=CC=C(C=C1)S(=O)(=O)COC.[Na]